(1-methyl-2-piperidyl)methanamine CN1C(CCCC1)CN